C1(=CC=CC=C1)OC(NC=1SC(=NN1)C(C)(C)C)=O (5-tert-butyl-[1,3,4]thiadiazol-2-yl)-carbamic acid phenyl ester